NC1=NC(=C(C(=N1)N1CCC2(CCCC(N2C2=CC(=C(C=C2)F)F)=O)CC1)F)N1CCC(CC1)(C(F)(F)F)O 9-(2-amino-5-fluoro-6-(4-hydroxy-4-(trifluoromethyl)piperidin-1-yl)pyrimidin-4-yl)-1-(3,4-difluorophenyl)-1,9-diazaspiro[5.5]undecan-2-one